5-((3,5-difluorobenzyl)oxy)-3-(1-(oxetan-3-yl)-1H-pyrazol-4-yl)pyrazolo[1,5-a]pyrimidine FC=1C=C(COC2=NC=3N(C=C2)N=CC3C=3C=NN(C3)C3COC3)C=C(C1)F